ClC1(C(C=CC=C1)(C)Br)C 3-chloro-2-bromo-2,3-dimethylbenzene